CC1=CC=2N(N=C1N1CC=3C=C(C=NC3CC1)C=1C=NC(=CC1)C)C=NN2 6-(7-methyl-[1,2,4]triazolo[4,3-b]pyridazin-6-yl)-3-(6-methylpyridin-3-yl)-5,6,7,8-tetrahydro-1,6-naphthyridine